diphenylammonia C1(=CC=CC=C1)NC1=CC=CC=C1